N1C=CN=C2C1=CC=N2 PYRrOLOPYRAZINE